(S)-1-ethyl-6-((4-((2-hydroxy-1-phenylethyl)amino)-5-(1,2,4-oxadiazol-5-yl)pyridin-2-yl)amino)-1,2-dihydro-3H-indazol-3-one C(C)N1NC(C2=CC=C(C=C12)NC1=NC=C(C(=C1)N[C@H](CO)C1=CC=CC=C1)C1=NC=NO1)=O